6-Chloro-1-cyclopropyl-2-(4-methylpyrimidin-5-yl)-1H-imidazo[4,5-c]pyridin ClC1=CC2=C(C=N1)N=C(N2C2CC2)C=2C(=NC=NC2)C